(3-(1-(9-phenyl-9H-carbazol-3-yl)-1H-benzimidazol-2-yl)phenyl)boronic acid C1(=CC=CC=C1)N1C2=CC=CC=C2C=2C=C(C=CC12)N1C(=NC2=C1C=CC=C2)C=2C=C(C=CC2)B(O)O